N-(3-fluoro-4-(2-(1-methyl-1H-imidazol-4-yl)thieno[3,2-b]pyridin-7-yloxy)phenylcarbamothioyl)-2-phenylacetamide FC=1C=C(C=CC1OC1=C2C(=NC=C1)C=C(S2)C=2N=CN(C2)C)NC(=S)NC(CC2=CC=CC=C2)=O